1-(4-(1,4-dimethyl-1H-pyrazol-5-yl)-5-fluoropyrimidin-2-yl)-N-((2-fluoropyridin-4-yl)methyl)-N-hydroxypiperidine-4-carboxamide CN1N=CC(=C1C1=NC(=NC=C1F)N1CCC(CC1)C(=O)N(O)CC1=CC(=NC=C1)F)C